O=S1(C(CCC1)C1=CC=C(C=C1)NC1=NC=C2CCN(CC2=C1)C1=C(C2=C(OCCN2C(=O)OC(C)(C)C)N=C1)C)=O tert-butyl 7-(7-((4-(1,1-dioxidotetrahydrothiophen-2-yl)phenyl)amino)-3,4-dihydro-2,6-naphthyridin-2(1H)-yl)-8-methyl-2,3-dihydro-1H-pyrido[2,3-b][1,4]oxazine-1-carboxylate